COC(C1=C(C=CC=C1)N(C)C)=O.N[C@@H](CCSC)C(=O)C1=CC=C(NC2=NC=C(C(=N2)N)C(F)(F)F)C=C1 (4-methionyl)anilino-4-amino-5-trifluoromethylpyrimidine methyl-o-dimethylaminobenzoate